diethyl 2-(2-(4-(tert-butoxycarbonyl)piperazin-1-yl)pyridin-4-yl)malonate C(C)(C)(C)OC(=O)N1CCN(CC1)C1=NC=CC(=C1)C(C(=O)OCC)C(=O)OCC